Cl.Cl.C(C)C1C(NC2=NC=CC(=C21)C2=CC(=CC=C2)N2CCNCC2)=O 3-ethyl-4-(3-piperazin-1-ylphenyl)-1,3-dihydropyrrolo[2,3-b]pyridin-2-one dihydrochloride